pyrrolo[1,5-a]quinoxaline-8-formamide C1=CC=C2N1C1=CC(=CC=C1N=C2)C(=O)N